C12(CC(C1)C2)NC(CN2C(C(=CC=C2)NC([C@H](CC/C=C/C(=O)OC)NC(=O)C=2SC=NN2)=O)=O)=O (S,E)-methyl 7-(1-(2-(bicyclo[1.1.1]pentan-1-ylamino)-2-oxoethyl)-2-oxo-1,2-dihydropyridin-3-ylamino)-7-oxo-6-(1,3,4-thiadiazole-2-carboxamido)hept-2-enoate